CC(CN1C(C=CC2=C1N=C(N=C2)N[C@@H](C)C2=CC=C(C=C2)CN2CCN(CC2)C(C(C)C)=O)=O)(C)C 8-(2,2-Dimethylpropyl)-2-{[(1S)-1-(4-{[4-(2-methyl-propanoyl)piperazin-1-yl]methyl}phenyl)ethyl]amino}pyrido[2,3-d]pyrimidin-7(8H)-on